ClC1=C(C=CC=C1NC(=O)C1=NN2C([C@H](CCC2)N(C)C)=C1)C1=C(C(=CC=C1)NC(=O)C1=NN2C([C@H](CCC2)N(C)C)=C1)Cl (4S,4'S)-N,N'-(2,2'-dichloro-[1,1'-biphenyl]-3,3'-diyl)bis(4-(dimethylamino)-4,5,6,7-tetrahydropyrazolo[1,5-a]pyridine-2-carboxamide)